COC(=O)C1=CC(=NO1)OCC 3-ethoxyisoxazole-5-carboxylic acid methyl ester